(2S,6S)-6-((4-bromophenoxy)methyl)-2-(methoxymethyl)-2-methyl-1,4-dioxane BrC1=CC=C(OC[C@@H]2COC[C@](O2)(C)COC)C=C1